5-vinyl-bicyclo[2.2.1]Hept-2-ene C(=C)C1C2C=CC(C1)C2